ClC1=NC=C2C(=CC(=NC2=C1F)O)O 7-Chloro-8-fluoro-1,6-naphthyridine-2,4-diol